CN1N=C(C2=CC=CC(=C12)OC1CCN(CC1)C(CC1=CC(=NO1)C)=O)C1C(NC(CC1)=O)=O 3-(1-methyl-7-((1-(2-(3-methylisoxazol-5-yl)acetyl)piperidin-4-yl)oxy)-1H-indazol-3-yl)piperidine-2,6-dione